2-[(2,5-dimethylphenoxy)methyl]-alpha-methoxy-N-methylphenylacetamide CC1=C(OCC2=C(C=CC=C2)C(C(=O)NC)OC)C=C(C=C1)C